4H-[1,3,4]thiadiazine S1C=NNC=C1